4-amino-N,1-dimethyl-N-((3S)-6-(4-(trifluoromethoxy)phenyl)-2,3-dihydro-1-benzofuran-3-yl)-1H-pyrazolo[4,3-c]quinoline-8-carboxamide NC1=NC=2C=CC(=CC2C2=C1C=NN2C)C(=O)N([C@@H]2COC1=C2C=CC(=C1)C1=CC=C(C=C1)OC(F)(F)F)C